3-methyl-2-pentene CC(=CC)CC